C(C)(C)(C)OC(=O)N1CCC(CC1)NC(C1=CC(=C(C=C1)C1=CC(=NC=C1)NC(=O)C1CC1)[N+](=O)[O-])=O 4-(4-(2-(Cyclopropanamido)pyridin-4-yl)-3-nitrobenzamido)piperidine-1-carboxylic acid tert-butyl ester